C(N)(O)=O.O1C=CC=C1.O1C=CC=C1 bis-furan carbamate